OC1=CC=CC2=C1COC(N2)=O 5-hydroxy-1,4-dihydro-3,1-benzoxazin-2-one